N1(N=CC=C1)CC1=CC2=C(C(=N1)OC)C(=NO2)NS(=O)(=O)C2=CC1=C(CC(O1)(C)C)C=C2OC N-(6-((1H-pyrazol-1-yl)methyl)-4-methoxyisoxazolo[4,5-c]pyridin-3-yl)-5-methoxy-2,2-dimethyl-2,3-dihydrobenzofuran-6-sulfonamide